2,6-diethoxy-2,4,6,8-tetramethyl-cyclotetrasiloxane C(C)O[Si]1(O[SiH](O[Si](O[SiH](O1)C)(C)OCC)C)C